2-[(6-chloro-2-cyclopropyl-1,3-benzooxazol-5-yl)methyl]-4,4-dimethyl-isoxazolidin-3-one ClC1=CC2=C(N=C(O2)C2CC2)C=C1CN1OCC(C1=O)(C)C